4-(2-(6-((3r,5r)-3-amino-5-fluoropiperidine-1-carbonyl)-4-methoxy-3-methylbenzo[b]thiophen-2-yl)-1-(cyclopropylmethyl)-1H-pyrrolo[2,3-b]pyridin-6-yl)-2-fluorobenzamide N[C@H]1CN(C[C@@H](C1)F)C(=O)C=1C=C(C2=C(SC(=C2C)C2=CC=3C(=NC(=CC3)C3=CC(=C(C(=O)N)C=C3)F)N2CC2CC2)C1)OC